C(#N)N1CCC(CC1)N1N=NC(=C1C)C1=CC=2N(C(=C1)OC(C)C=1C=NC=C(C1)F)C(=CN2)C#N 7-[1-(1-Cyano-4-piperidyl)-5-methyl-triazol-4-yl]-5-[1-(5-fluoro-3-pyridyl)ethoxy]imidazo[1,2-a]pyridine-3-carbonitrile